N-{4-[4-(2,2-Dimethyl-propyl)-piperazin-1-yl]-phenyl}-4-methyl-3-(4-pyridin-3-yl-pyrimidin-2-ylamino)-benzamide CC(CN1CCN(CC1)C1=CC=C(C=C1)NC(C1=CC(=C(C=C1)C)NC1=NC=CC(=N1)C=1C=NC=CC1)=O)(C)C